(spirobifluorenyl)(biphenylyl)(diphenylfluorenyl)amine C12(C(=CC=C3C4=CC=CC=C4C=C13)N(C1=C(C(=CC=3C4=CC=CC=C4CC13)C1=CC=CC=C1)C1=CC=CC=C1)C1=C(C=CC=C1)C1=CC=CC=C1)C=CC=C1C3=CC=CC=C3C=C12